((2R,3S,4R,5R)-5-(3-((2-(3,7-dimethyl-2,6-dioxo-2,3,6,7-tetrahydro-1H-purin-1-yl) ethoxy) carbonyl) pyridin-1-ium-1-yl)-3,4-dihydroxytetrahydrofuran-2-yl) methylphosphonate CP(O[C@H]1O[C@H]([C@@H]([C@@H]1O)O)[N+]1=CC(=CC=C1)C(=O)OCCN1C(N(C=2N=CN(C2C1=O)C)C)=O)([O-])=O